NC(C)(C)C1=CC(=CC=C1)C(C)(C)N 1,3-Bis(2-amino-2-propyl)benzene